OC=1C(=CC=C2C=CC=NC12)B(O)O 8-HYDROXYQUINOLINE-7-BORONIC ACID